1-hydroxyethyl-3-dodecyl-imidazole chloride salt [Cl-].OC(C)C1=NC=CN1CCCCCCCCCCCC